ClC1=C(C=CC(=C1)Cl)C=1N=NN(N1)CC1=CC=C(C(=O)NO)C=C1 4-[[5-(2,4-dichlorophenyl)tetrazol-2-yl]methyl]benzohydroxamic acid